NC1=NC(=C(C=C1[N+](=O)[O-])[N+](=O)[O-])C amino-3,5-dinitro-6-methylpyridine